FC(OC=1C=2N(C=CC1)N=C(C2)[C@@H]2N(CCC1=C2N=CN1)C(=O)C=1OC(=NN1)C1=NC=CC=C1)F (R)-(4-(4-(difluoromethoxy)pyrazolo[1,5-a]pyridin-2-yl)-6,7-dihydro-1H-imidazo[4,5-c]pyridin-5(4H)-yl)(5-(pyridin-2-yl)-1,3,4-oxadiazol-2-yl)methanone